C(=C/CCCCCCCCCCCCCCCC)/OCC(COP1(OCCN1)=O)OC(CC\C=C/C\C=C/C\C=C/C\C=C/C\C=C/C\C=C/CC)=O.S(=O)(=O)(O)[N+]1=C2C=C(C(=C(C2=CC2=CC=CC=C12)C)C)CCC N-sulfo-propyl-dimethyl-acridinium 1-(((Z)-octadec-1-en-1-yl)oxy)-3-((2-oxido-1,3,2-oxazaphospholidin-2-yl)oxy)propan-2-yl-(4Z,7Z,10Z,13Z,16Z,19Z)-docosa-4,7,10,13,16,19-hexaenoate